tert-butyl 4-[1-[2-(2,6-dioxo-3-piperidyl)-1-oxo-isoindolin-4-yl]azetidin-3-yl]piperazine-1-Carboxylate O=C1NC(CCC1N1C(C2=CC=CC(=C2C1)N1CC(C1)N1CCN(CC1)C(=O)OC(C)(C)C)=O)=O